C1=CC=CC=2C3=CC=CC=C3C(C12)COC(NCC(NCC(NCC(NCCOCCOCCOCCOCCC)=O)=O)=O)=O 1-(9H-fluoren-9-yl)-3,6,9,12-tetraoxo-2,16,19,22,25-pentoxa-4,7,10,13-tetraazaoctacosane